butyl 4-(2,5-difluoro-4-nitrophenyl)piperazine-1-carboxylate FC1=C(C=C(C(=C1)[N+](=O)[O-])F)N1CCN(CC1)C(=O)OCCCC